(1R,2S,5S)-N-((S)-1-cyano-2-((S)-2-oxopyrrolidin-3-yl)ethyl)-3-((S)-2-(cyclopentanecarboxamido)-3,3-dimethylbutanoyl)-6,6-dimethyl-3-azabicyclo[3.1.0]hexane-2-carboxamide C(#N)[C@H](C[C@H]1C(NCC1)=O)NC(=O)[C@@H]1[C@H]2C([C@H]2CN1C([C@H](C(C)(C)C)NC(=O)C1CCCC1)=O)(C)C